1,1-dichloro-3-methyl-1,3-disilacyclohexane Cl[Si]1(C[SiH](CCC1)C)Cl